n-Perfluoropentane C(C(C(F)(F)F)(F)F)(C(C(F)(F)F)(F)F)(F)F